(11R)-12-(3-Benzyloxycyclobutyl)-6-(2,6-dimethylphenyl)-11-isobutyl-2,2-dioxo-9-oxa-2λ6-thia-3,5,12,19-tetrazatricyclo[12.3.1.14,8]nonadeca-1(18),4(19),5,7,14,16-hexaen-13-one C(C1=CC=CC=C1)OC1CC(C1)N1[C@@H](COC2=CC(=NC(NS(C=3C=CC=C(C1=O)C3)(=O)=O)=N2)C2=C(C=CC=C2C)C)CC(C)C